C(C)(C)C1=C(NC2=C1N=C(S2)C(=O)N2CC(NCC2)=O)C=2C=C(C=1N(C2)N=CN1)C 4-(6-isopropyl-5-(8-methyl-[1,2,4]triazolo[1,5-a]pyridin-6-yl)-4H-pyrrolo[3,2-d]thiazol-2-carbonyl)piperazin-2-one